(+-)-4-[bis(hydroxymethyl)hydroxyacetyl]-amino-5-chloro-2-ethoxy-N-[[4-(4-fluorobenzyl)-2-morpholinyl]methyl]benzamide OCC(C(=O)C1=C(C(=C(C(=O)NC[C@@H]2CN(CCO2)CC2=CC=C(C=C2)F)C=C1Cl)OCC)N)(O)CO |r|